(R)-4'-((1R,5S)-3,8-diazabicyclo[3.2.1]octan-3-yl)-4-chloro-2'-(((2R,7aS)-2-fluorotetrahydro-1H-pyrrolizin-7a(5H)-yl)methoxy)-2,3,5',8'-tetrahydro-6'H-spiro[indene-1,7'-quinazoline] [C@H]12CN(C[C@H](CC1)N2)C2=NC(=NC=1C[C@@]3(CCC21)CCC2=C(C=CC=C23)Cl)OC[C@]23CCCN3C[C@@H](C2)F